O1CC(C(C1)[2H])[2H] tetrahydrofuran-3,4-d